CC(C(=O)C(C(=O)OC)C(=O)OC)(C)N1C=CC=C1 Dimethyl 2-(2-methyl-2-(1H-pyrrol-1-yl)propanoyl)malonate